(S)-N-(4,6-dichloro-2,3-dihydro-1H-inden-1-yl)-4-(trifluoromethoxy)benzenesulfonamide ClC1=C2CC[C@@H](C2=CC(=C1)Cl)NS(=O)(=O)C1=CC=C(C=C1)OC(F)(F)F